rac-benzyl (1R,2S,6R)-2-(4-bromophenyl)-6-(chlorocarbonyl)-4,4-difluorocyclohexane-1-carboxylate BrC1=CC=C(C=C1)[C@@H]1[C@H]([C@@H](CC(C1)(F)F)C(=O)Cl)C(=O)OCC1=CC=CC=C1 |r|